BrC1=CC=C(OCC(=O)N(CC=2SC=CC2)C2=NC=CC=C2)C=C1 2-(4-bromophenoxy)-N-(pyridin-2-yl)-N-(thiophen-2-ylmethyl)acetamide